C(C)(C)(C)OC([C@@H](N)CCC)=O L-norvaline t-butyl ester